N1(CCNCC1)C=1C=CC(=NC1)NC1C(NC(CC1)=O)=O 3-((5-piperazin-1-yl-2-pyridyl)amino)piperidine-2,6-dione